3-((7-chloro-6-((6-(2-hydroxyethoxy)pyrazolo[1,5-a]pyrazin-3-yl)oxy)-1-methyl-1H-imidazo[4,5-b]pyridin-2-yl)amino)-1-methyl-5-(trifluoromethyl)pyridin-2(1H)-one ClC1=C2C(=NC=C1OC=1C=NN3C1C=NC(=C3)OCCO)N=C(N2C)NC=2C(N(C=C(C2)C(F)(F)F)C)=O